1-(2-cyanoethyl)-N-(2-(difluoromethoxy)-6-methylpyridin-3-yl)-3-(2-isopropylphenyl)azetidine-3-carboxamide C(#N)CCN1CC(C1)(C(=O)NC=1C(=NC(=CC1)C)OC(F)F)C1=C(C=CC=C1)C(C)C